1-Boc-4,4-difluoropyrrolidine-3-carboxylic acid C(=O)(OC(C)(C)C)N1CC(C(C1)(F)F)C(=O)O